OCOS(=O)(=O)[O-] (hydroxymethyl)-sulphate